FC(C(C)F)C difluorobutan